2-hydroxy-4-(4-methyl-1,3-thiazol-5-yl)benzonitrile OC1=C(C#N)C=CC(=C1)C1=C(N=CS1)C